tetracosyl-dimethyl-carboxylic acid C(CCCCCCCCCCCCCCCCCCCCCCC)CC(=O)OC